5-[4-amino-5-(trifluoromethyl)pyrrolo[2,1-f][1,2,4]triazin-7-yl]-N-{4-fluoro-1-[(quinolin-2-yl)methyl]pyrrolidin-3-yl}-2-methoxypyridine-3-carboxamide NC1=NC=NN2C1=C(C=C2C=2C=C(C(=NC2)OC)C(=O)NC2CN(CC2F)CC2=NC1=CC=CC=C1C=C2)C(F)(F)F